FC=1C=C(C(=O)N2CCN(CC2)C(=O)NC2=CC(=C(C=C2)F)C2=NC=NN2)C=CC1 4-(3-fluorobenzoyl)-N-[4-fluoro-3-(1H-1,2,4-triazol-5-yl)phenyl]-1-piperazinecarboxamide